(4E)-5-(3-nitrophenyl)hex-4-ene-2,3-dion [N+](=O)([O-])C=1C=C(C=CC1)/C(=C/C(C(C)=O)=O)/C